C1(CC1)S(=O)(=O)NC1=NC=CC(=N1)C(C(=O)NC1=C(C=C(C=C1)C1=NC(=CN=C1)OCC)F)(C)C 2-(2-(cyclopropanesulfonamido)pyrimidin-4-yl)-N-(4-(6-ethoxypyrazin-2-yl)-2-fluorophenyl)-2-methylpropanamide